C(C1=CC=CC=C1)N1C[C@H](C([C@H](C1)C)=O)C cis-1-benzyl-3,5-dimethyl-4-oxopiperidine